(R)-((4-chloro-6-(2-methylpyrrolidin-1-yl)pyridin-2-yl)methyl)(methyl)carbamic acid tert-butyl ester C(C)(C)(C)OC(N(C)CC1=NC(=CC(=C1)Cl)N1[C@@H](CCC1)C)=O